CN(CC(=O)N[C@@H](CO)C(=O)O)C(=O)C=1N=C(SC1)C1=CC=C(C=C1)NC(=O)OC(C)(C)C methyl-(2-(4-((tert-butoxycarbonyl)amino)phenyl)thiazole-4-carbonyl)glycylserine